FC=1C(=NC(=C(C1)F)N[C@H]1CNCC[C@@H]1F)C1=CN=C2N1C=C(N=C2)N2C(CCC2)=O 1-(3-(3,5-difluoro-6-(((3S,4S)-4-fluoropiperidin-3-yl)amino)pyridin-2-yl)imidazo[1,2-a]pyrazin-6-yl)pyrrolidin-2-one